C(C#CCCC(=O)[O-])(=O)[O-] hexyne-1,6-dioate